N-[(2-ethylpyrimidin-4-yl)methyl]-6-methyl-4-[(1-methylcyclopropyl)amino]furo[2,3-d]pyrimidine-5-carboxamide C(C)C1=NC=CC(=N1)CNC(=O)C1=C(OC=2N=CN=C(C21)NC2(CC2)C)C